6-(2,6-dichlorophenyl)-2-{[4-(pyrrolidin-3-yl)phenyl]amino}imidazo[1,2-a]pyrimido[5,4-e]pyrimidin-5(6H)-one ClC1=C(C(=CC=C1)Cl)N1C=2N(C3=C(C1=O)C=NC(=N3)NC3=CC=C(C=C3)C3CNCC3)C=CN2